COC(=O)C=1N(C=C(C1)C1=NC(=NC=C1C)Cl)CCNC(=O)OC(C)(C)C 1-(2-((tert-Butoxycarbonyl)amino)ethyl)-4-(2-chloro-5-methylpyrimidin-4-yl)-1H-pyrrole-2-carboxylic acid methyl ester